(S)-tert-Butyl 2-(2-bromoacetamido)-3-phenylpropanoate BrCC(=O)N[C@H](C(=O)OC(C)(C)C)CC1=CC=CC=C1